C1=CC=CC=2C3=CC=CC=C3C(C12)COC(=O)N[C@H](C(=O)O)CCC(=O)N1CC(C1)CNC(=O)OC(C)(C)C (S)-2-((((9H-fluoren-9-yl)methoxy)carbonyl)amino)-5-(3-(((tert-butoxycarbonyl)amino)methyl)azetidin-1-yl)-5-oxopentanoic acid